ClC=1C2=C(S(C1C)(=O)=O)C=CC(=C2)C=2C=1N(C(=NC2)NCC2=C(C=CC3=C2[C@@H]2[C@H](O3)C2)F)C=NN1 3-chloro-5-(5-((((1aR,6bR)-5-fluoro-1a,6b-dihydro-1H-cyclopropa[b]benzofuran-6-yl)methyl)amino)-[1,2,4]triazolo[4,3-c]pyrimidin-8-yl)-2-methylbenzo[b]thiophene-1,1-dioxide